2-[Cyano-(2,6-difluoro-4-pyridyl)amino]-N-[[1-(cyclopropylmethyl)cyclopropyl]methyl]-5-methylthiazol-4-carboxamid C(#N)N(C=1SC(=C(N1)C(=O)NCC1(CC1)CC1CC1)C)C1=CC(=NC(=C1)F)F